1-fluoro-2-Iodo-benzene FC1=C(C=CC=C1)I